F[C@H]1[C@@H](C1)C(=O)N(C)OC trans-2-fluoro-N-methoxy-N-methylcyclopropane-1-carboxamide